N-{4-[(3-chloro-1-{[2-(trimethylsilyl)ethoxy]methyl}-1H-pyrrolo[2,3-b]pyridin-4-yl)oxy]-3,5-difluorophenyl}-5,6-dihydro-4H-1,3-thiazin-2-amine ClC1=CN(C2=NC=CC(=C21)OC2=C(C=C(C=C2F)NC=2SCCCN2)F)COCC[Si](C)(C)C